O=C1N(C2CCCN1C2)S(=O)(=O)[O-] 7-oxo-1,6-diazabicyclo[3.2.1]oct-6-ylsulfonate